1-(TERT-BUTOXYCARBONYL)-7-METHOXY-1H-INDOL-2-YLBORONIC ACID C(C)(C)(C)OC(=O)N1C(=CC2=CC=CC(=C12)OC)B(O)O